NC=1C2=C(N=CN1)C(=CC(=N2)N(C)C2CC2)C=2C(=C(C=CC2C)O)C (R)-3-(4-amino-6-(cyclopropyl(methyl)amino)pyrido[3,2-d]pyrimidin-8-yl)-2,4-dimethylphenol